6-chloro-1-(4-fluoro-3-methyl-phenyl)-4-methoxy-2-tetrahydropyran-4-yl-indole ClC1=CC(=C2C=C(N(C2=C1)C1=CC(=C(C=C1)F)C)C1CCOCC1)OC